bis(azidobenzoyl)-ethylenediamine N(=[N+]=[N-])C1=C(C(=O)NCCNC(C2=C(C=CC=C2)N=[N+]=[N-])=O)C=CC=C1